(±)-(S)-2-((S)-4-(4-chlorophenyl)-2,3,9-trimethyl-6H-thieno[3,2-f][1,2,4]triazolo[4,3-a][1,4]diazepin-6-yl)butanoic acid methyl ester COC([C@@H](CC)[C@H]1C=2N(C3=C(C(=N1)C1=CC=C(C=C1)Cl)C(=C(S3)C)C)C(=NN2)C)=O |r|